1-bromo-4-(diethoxymethyl)benzene tert-butyl-(R)-3-((4-(4-cyano-2-methoxyphenyl)-7-methylphthalazin-1-yl)amino)piperidine-1-carboxylate C(C)(C)(C)OC(=O)N1C[C@@H](CCC1)NC1=NN=C(C2=CC=C(C=C12)C)C1=C(C=C(C=C1)C#N)OC.BrC1=CC=C(C=C1)C(OCC)OCC